C1(=CC=CC=C1)[C@H](C#CC1=CC=CC=C1)NC1=CC=C(C=C1)Cl (R)-N-(1-phenyl-3-phenyl-2-propynyl)-4-chloroaniline